[4-[[3-Fluoro-5-(trifluoromethyl)phenoxy]methyl]-1-piperidyl]-[(3S)-3-(4H-1,2,4-triazol-3-yl)pyrrolidin-1-yl]methanone FC=1C=C(OCC2CCN(CC2)C(=O)N2C[C@H](CC2)C2=NN=CN2)C=C(C1)C(F)(F)F